tetramethylimidazolium bromide [Br-].CC1=C([N+](=C(N1)C)C)C